BrC=1C(=C(C=CC1)[C@@H](C)NC1=NC=2N(C3=CC=C(C=C13)N1CCOCC1)C=CN2)C (R)-N-(1-(3-bromo-2-methylphenyl)ethyl)-7-morpholinoimidazo[1,2-a]quinazolin-5-amine